4-[(5,7-difluoro-2,3-dihydro-1H-inden-1-yl)amino]-2-[(6-methoxy-2-methyl-1,2,3,4-tetrahydroisoquinolin-7-yl)amino]pyrimidine-5-carboxamide FC=1C=C2CCC(C2=C(C1)F)NC1=NC(=NC=C1C(=O)N)NC1=C(C=C2CCN(CC2=C1)C)OC